N-(5-(6-(3,4-difluorophenyl)pyrazin-2-yl)thiophen-3-yl)cyclobutanecarboxamide FC=1C=C(C=CC1F)C1=CN=CC(=N1)C1=CC(=CS1)NC(=O)C1CCC1